4-hydroxy-1,5-dimethyl-3-[1-methyl-5-(trifluoromethyl)pyrazol-3-yl]imidazolin-2-one OC1N(C(N(C1C)C)=O)C1=NN(C(=C1)C(F)(F)F)C